tert-butyl (R)-4-((6-(6-methoxypyrimidin-4-yl)pyrazolo[1,5-a]pyrazin-4-yl)oxy)azepane-1-carboxylate COC1=CC(=NC=N1)C=1N=C(C=2N(C1)N=CC2)O[C@H]2CCN(CCC2)C(=O)OC(C)(C)C